7-(3-Azabicyclo[3.1.1]heptane-6-yl)-2-(2,6-dioxopiperidin-3-yl)-4,5-difluoroisoindoline C12CNCC(C1C=1C=C(C(=C3CN(CC13)C1C(NC(CC1)=O)=O)F)F)C2